CN1C(=NC2=C(C=C(C=C2C1=O)C)[C@@H](C(F)F)NC1=C(C(=O)O)C=C(C=C1)F)N1CCOCC1 (S)-2-((1-(3,6-dimethyl-2-morpholino-4-oxo-3,4-dihydroquinazolin-8-yl)-2,2-difluoroethyl)amino)-5-fluorobenzoic acid